C1(=NNC(=S)NC1=O)C(=O)O 6-AZA-2-thiouracil-5-carboxylic acid